FC(/C(/OC1O[C@@H]([C@H](C[C@H]1N=[N+]=[N-])OCC1=CC=CC=C1)[C@H](C)N(C(=O)OCC1=CC=CC=C1)CC1=CC=CC=C1)=N\C1=CC=CC=C1)(F)F [(3R,5S,6R)-3-Azido-6-[(1S)-1-[benzyl(benzyloxycarbonyl)amino]ethyl]-5-benzyloxy-tetrahydropyran-2-yl] (1E)-2,2,2-trifluoro-N-phenyl-ethanimidate